S(N)(OC[C@@H]1[C@H](C[C@@H](C1)NC1=NC=NC=C1C(=O)C=1SC=C(C1)COC1=C(C=CC=C1)OC(C)C)O)(=O)=O [(1R,2S,4R)-2-hydroxy-4-{[5-({4-[(2-isopropoxyphenoxy)methyl]-2-thienyl}carbonyl)pyrimidin-4-yl] amino} cyclopentyl]methyl sulfamate